1-[2-(Piperidin-4-yl)-1,3-benzoxazol-5-yl]pyrrolidin-2-one N1CCC(CC1)C=1OC2=C(N1)C=C(C=C2)N2C(CCC2)=O